C(CCCCCCC)C=1SC2=C(C1)C=CC=C2CCCCCCCC 2,7-Dioctyl-[1]benzothiophene